2-bromo-3-(4-(trifluoromethyl)benzyl)naphthalene-1,4-dione BrC=1C(C2=CC=CC=C2C(C1CC1=CC=C(C=C1)C(F)(F)F)=O)=O